C(C=C)(=O)N1CCC(CC1)OC=1C=C2C(=C(C=NC2=CC1C=1C=NN(C1)C1CCN(CC1)C)C#N)NC1=CC(=C(C=C1)F)Cl 6-((1-acryloylpiperidin-4-yl)oxy)-4-((3-chloro-4-fluorophenyl)amino)-7-(1-(1-methylpiperidin-4-yl)-1H-pyrazol-4-yl)quinoline-3-carbonitrile